ethyl 1-(3-bromo-4-fluoro-phenyl)-7-oxo-5,6-dihydro-4H-indazole-3-carboxylate BrC=1C=C(C=CC1F)N1N=C(C=2CCCC(C12)=O)C(=O)OCC